4-(4-(1-(4-(chloromethyl)benzyl)azetidin-3-yl)piperazin-1-yl)-5-fluoro-2-(3-methyl-1H-1,2,4-triazol-1-yl)pyrimidine ClCC1=CC=C(CN2CC(C2)N2CCN(CC2)C2=NC(=NC=C2F)N2N=C(N=C2)C)C=C1